C1(=CC=CC=C1)C1=CC=CC(=N1)CN1CC(CCC1)O (6-phenylpyridin-2-yl-methyl)piperidin-3-ol